tert-butyl 3-(9-(1-hydroxyethyl)-4,7-dimethyl-5-oxo-4,5-dihydro-3H-pyrazolo[3,4-c]isoquinolin-3-yl)azetidine-1-carboxylate OC(C)C=1C=2C3=C(N(C(C2C=C(C1)C)=O)C)N(N=C3)C3CN(C3)C(=O)OC(C)(C)C